choline 2-methacryloxyethyl phosphate P(=O)(OCCOC(C(=C)C)=O)(O)OCC[N+](C)(C)C